[C@H]12CN(C[C@H](CC1)N2)C2=NC(=NC1=C(C(=C(C=C21)F)C2=C(C(=CC(=N2)NC)C)C(F)(F)F)F)OCC2(CC2)CN2CCOCC2 6-(4-((1R,5S)-3,8-diazabicyclo[3.2.1]octan-3-yl)-6,8-difluoro-2-((1-(morpholinomethyl)cyclopropyl)methoxy)quinazolin-7-yl)-N,4-dimethyl-5-(trifluoromethyl)pyridin-2-amine